F[P-](F)(F)(F)(F)F.ClC(C=[N+](C)C)=CN(C)C (2-Chloro-3-dimethylamino-prop-2-enylidene)-dimethyl-ammonium hexafluorophosphate